C1CSC2=CN=CCC21 tetrahydrothieno[2,3-c]pyridine